FC1=C(C=CC=C1)C1=NC=CC2=C1N=C(N=C2)NC=2C=NC(=CC2)N2CCOCC2 8-(2-fluorophenyl)-N-(6-morpholinylpyridin-3-yl)pyrido[3,4-d]pyrimidin-2-amine